ClC=1C2=CN(N=C2C=CC1C1=CN(C2=NC(=CN=C21)N2C1CN(CC2CC1)C(=O)OC(C)(C)C)COCC[Si](C)(C)C)C tert-Butyl 8-[7-(4-chloro-2-methyl-2H-indazol-5-yl)-5-{[2-(trimethylsilyl)ethoxy] methyl}-5H-pyrrolo[2,3-b]pyrazin-3-yl]-3,8-diazabicyclo[3.2.1]octane-3-carboxylate